1-(3-chlorophenyl)-3-[3-(2-methoxyethoxy)-4-phenoxyphenyl]-1,3,5-triazinane-2,4,6-trione ClC=1C=C(C=CC1)N1C(N(C(NC1=O)=O)C1=CC(=C(C=C1)OC1=CC=CC=C1)OCCOC)=O